benzochromane O1CCCC2=CC=C3C(=C12)C=CC=C3